di(methylphenyl) carbonate C(OC1=C(C=CC=C1)C)(OC1=C(C=CC=C1)C)=O